C(#N)C1=C(C=C(C2=C1CCO2)C=2SC(=CN2)C(C)C)NCC(C(=O)NO)=C 2-[[[4-cyano-7-(5-isopropylthiazol-2-yl)-2,3-dihydrobenzofuran-5-yl]amino]methyl]prop-2-enehydroxamic acid